1-bromo-3-(1-naphthyl)benzene BrC1=CC(=CC=C1)C1=CC=CC2=CC=CC=C12